OC1(CC(C1)C(=O)N1CC2(C1)CCC(CC2)C2=CC(=C(C=C2)C(F)(F)F)OC)C ((1s,3s)-3-Hydroxy-3-methylcyclobutyl)(7-(3-methoxy-4-(trifluoromethyl)phenyl)-2-azaspiro[3.5]nonan-2-yl)methanon